zinc 1,4,7,10-tetraazacyclododecane N1CCNCCNCCNCC1.[Zn]